(2S,3R,4S,5S)-2,4-dimethyl-5-(naphthalen-1-yl)-4-nitro-3-phenylpyrrolidine-2-carboxylic acid methyl ester COC(=O)[C@]1(N[C@H]([C@]([C@@H]1C1=CC=CC=C1)([N+](=O)[O-])C)C1=CC=CC2=CC=CC=C12)C